ClC=1N(C(=CN1)C1=CNC2=NC=CC(=C21)OC2=C(C=C(NC=1OC[C@](CN1)(F)CO)C=C2F)F)C |r| (+/-)-[2-(4-{[3-(2-chloro-1-methyl-1H-imidazol-5-yl)-1H-pyrrolo[2,3-b]pyridin-4-yl]oxy}-3,5-difluoroanilino)-5-fluoro-5,6-dihydro-4H-1,3-oxazin-5-yl]methanol